FC1=C(C=CC=C1F)C1(CCC1)C(/C=C/[C@H]1[C@@H](C[C@H]2[C@@H]1CCC1=C(O2)C=C(C=C1)C(=O)O)O)O (1R,2R,3aS,10aR)-1-{(1E,3ξ)-3-[1-(2,3-difluorophenyl)cyclobutyl]-3-hydroxy-1-propen-1-yl}-2-hydroxy-2,3,3a,9,10,10a-hexahydro-1H-benzo[b]cyclopenta[f]oxepin-6-carboxylic acid